(Z)-N-butyl-4-(2-((1-(3-chlorophenyl)-2,5-dioxopyrrolidin-3-ylidene)methyl)phenoxy)benzamide C(CCC)NC(C1=CC=C(C=C1)OC1=C(C=CC=C1)\C=C\1/C(N(C(C1)=O)C1=CC(=CC=C1)Cl)=O)=O